4-bromo-2-((trifluoromethoxy)methyl)pyrazolo[1,5-a]pyrazine BrC=1C=2N(C=CN1)N=C(C2)COC(F)(F)F